CS(=O)(=O)OCCC1=CC=C(C=C1)C=1C=C2C(=NC=NN2C1)C1=CC(=C(C=C1)CNC(=O)OC(C)(C)C)C 4-(4-(4-(((tert-butoxycarbonyl)amino)methyl)-3-methylphenyl)pyrrolo[2,1-f][1,2,4]triazin-6-yl)phenethyl methanesulfonate